5-((2-(4-((3-chloro-4-(cyclopentyloxy)benzyl)amino)butoxy)ethyl)amino)benzo[c][2,6]naphthyridine-8-carboxamide ClC=1C=C(CNCCCCOCCNC2=NC3=C(C4=CN=CC=C24)C=CC(=C3)C(=O)N)C=CC1OC1CCCC1